tert-butyl rac-(3aR,7aS)-5-[1-(2,6-dioxo-3-piperidyl)indolin-4-yl]-3,3a,4,6,7,7a-hexahydro-2H-pyrrolo-[3,2-c]pyridine-1-carboxylate O=C1NC(CCC1N1CCC2=C(C=CC=C12)N1C[C@@H]2[C@H](CC1)N(CC2)C(=O)OC(C)(C)C)=O |r|